tert-butyl (R)-3-(((S)-1-(4-(difluoromethoxy) phenyl) ethyl) ((R)-2-hydroxy-3-(methylamino)-3-oxopropyl) carbamoyl)-6-methyl-2,4,6,7-tetrahydro-5H-pyrazolo[4,3-c]pyridine-5-carboxylate FC(OC1=CC=C(C=C1)[C@H](C)N(C(=O)C=1NN=C2C1CN([C@@H](C2)C)C(=O)OC(C)(C)C)C[C@H](C(=O)NC)O)F